4-(6-aminopyridin-3-yl)piperidin NC1=CC=C(C=N1)C1CCNCC1